tert-butyl (S)-4-((4-(3-(2-(benzyloxy)-6-hydroxypyridin-3-yl)-1-methyl-1H-indazol-6-yl)-2-(hydroxymethyl)piperazin-1-yl)methyl)piperidine-1-carboxylate C(C1=CC=CC=C1)OC1=NC(=CC=C1C1=NN(C2=CC(=CC=C12)N1C[C@H](N(CC1)CC1CCN(CC1)C(=O)OC(C)(C)C)CO)C)O